5-(5-chloro-2,4-dihydroxyphenyl)-N-ethyl-4-(4-methoxyphenyl)-1,2-oxazole-3-carboxamide ClC=1C(=CC(=C(C1)C1=C(C(=NO1)C(=O)NCC)C1=CC=C(C=C1)OC)O)O